C(CCC)OCC(=O)O.COCCOCCOC diglyme butoxyacetate